FC1=CC=C(C=C1)[C@@H]1N(CCC2=CC=CC=C12)C(=O)NC12CC(C1)(C2)NC([O-])=O (S)-(3-(1-(4-fluorophenyl)-1,2,3,4-tetrahydroisoquinoline-2-carboxamido)bicyclo[1.1.1]pentan-1-yl)carbamate